N-(2-hydroxyethoxy)benzamide OCCONC(C1=CC=CC=C1)=O